cis-3,4-Heptandiol CCC(C(CCC)O)O